C1(C=CC(N1C(CCON1C(CCC1=O)=O)C)=O)=O N-gamma-maleimidobutyloxysuccinimide